4-ethoxy-1-methyl-5-(1-(1-phenylethyl)-1H-pyrazol-4-yl)pyridin-2(1H)-one C(C)OC1=CC(N(C=C1C=1C=NN(C1)C(C)C1=CC=CC=C1)C)=O